FC=1C=C(C=C2C=C(C(OC12)=N)C(N)=S)C1=CC=C(C=C1)F 8-fluoro-6-(4-fluorophenyl)-2-imino-2H-chromene-3-thiocarboxamide